((di-tert-butoxyphosphoryl)oxy)methyl (2-(benzyloxy)ethyl)(methyl)carbamate C(C1=CC=CC=C1)OCCN(C(OCOP(=O)(OC(C)(C)C)OC(C)(C)C)=O)C